O=S1(CCC(CC1)NC=1C=C(C=C2C=C(NC12)C1=CC=CC=C1)COCCOC)=O N-(1,1-dioxothian-4-yl)-5-(2-methoxyethoxymethyl)-2-phenyl-1H-indol-7-amine